FC1=CC=C(C=C1)N(C(=O)C=1NC(C=C(C1)C1=CC=CC=C1)=O)C N-(4-Fluorophenyl)-N-methyl-6-oxo-4-phenyl-1,6-dihydropyridine-2-carboxamide